1-(4-(tert-butyl)naphthalen-2-yl)-8-(2-methylpropan-1-en-1-yl)benzo[4,5]selenopheno[2,3-c]pyridine C(C)(C)(C)C1=CC(=CC2=CC=CC=C12)C1=NC=CC2=C1[Se]C1=C2C=CC=C1C=C(C)C